C(C)(C)(C)OC(=O)N1CCC(CC1)C1=CC=C(C=C1)C=1C=C2C(=NC1)N(N=C2C2=CC(=C(C=C2)CNC(=O)C2=NOC(=N2)C(C)(C)C)C)C(=O)OC(C)(C)C tert-butyl 5-(4-(1-(tert-butoxycarbonyl) piperidin-4-yl) phenyl)-3-(4-((5-(tert-butyl)-1,2,4-oxadiazole-3-carboxamido) methyl)-3-methylphenyl)-1H-pyrazolo[3,4-b]pyridine-1-carboxylate